((S)-1-(methylsulfonyl)piperidin-3-yl)acetamide CS(=O)(=O)N1C[C@@H](CCC1)CC(=O)N